tert-butyl (1-((3-(1-((5-(5-(difluoromethyl)-1,3,4-oxadiazol-2-yl)pyridin-2-yl)methyl)-1H-1,2,3-triazol-4-yl)phenyl)carbamoyl)cyclobutyl)carbamate FC(C1=NN=C(O1)C=1C=CC(=NC1)CN1N=NC(=C1)C=1C=C(C=CC1)NC(=O)C1(CCC1)NC(OC(C)(C)C)=O)F